COC(C1=CC(=CC=C1)NC1=NC=CC(=C1)OC1=C(N=C(S1)N)C1=CC=CC=C1)=O 3-((4-((2-amino-4-phenylthiazol-5-yl)oxy)pyridin-2-yl)amino)benzoic acid methyl ester